FC1=CC=C(C=C1)C(CC(CCCO)=O)=O 1-(4-fluorophenyl)-6-hydroxyhexane-1,3-dione